2-(1-(Cyclopropylsulfonyl)-1H-pyrazol-4-yl)-N-(5-(1-(difluoromethyl)-1H-pyrazol-4-yl)-4-(((1s,4s)-4-(methylamino)cyclohexyl)oxy)pyridin-2-yl)pyrimidin-4-amine C1(CC1)S(=O)(=O)N1N=CC(=C1)C1=NC=CC(=N1)NC1=NC=C(C(=C1)OC1CCC(CC1)NC)C=1C=NN(C1)C(F)F